TRANS-8-dimethylamino-8-phenyl-1,3-diaza-spiro[4.5]decane-2,4-dione CN(C1(CCC2(C(NC(N2)=O)=O)CC1)C1=CC=CC=C1)C